4'-(3'-chloro-[1,1'-biphenyl]-3-yl)spiro[cyclohexane-1,9'-fluorene] ClC=1C=C(C=CC1)C1=CC(=CC=C1)C1=CC=CC=2C3(C4=CC=CC=C4C12)CCCCC3